[N-]=C=O.[N-]=C=O.CC1=CC=CC2=C(C=CC=C12)C 1,5-dimethylnaphthalene diisocyanate